ClC=1C(=C(C=CC1)[C@H](CCN(C)C)N[S@](=O)C(C)(C)C)F (R)-N-((S)-1-(3-chloro-2-fluorophenyl)-3-(dimethylamino)propyl)-2-methylpropane-2-sulfinamide